11-bromoundecan-1-ol BrCCCCCCCCCCCO